5-(piperidine-1-yl)thiophene-2-formaldehyde N1(CCCCC1)C1=CC=C(S1)C=O